N-{(2S,3R,4S)-1-(cyclopropanecarbonyl)-2-[(2,2'-difluoro[1,1'-biphenyl]-3-yl)methyl]-4-fluoropyrrolidin-3-yl}ethanesulfonamide C1(CC1)C(=O)N1[C@H]([C@H]([C@H](C1)F)NS(=O)(=O)CC)CC=1C(=C(C=CC1)C1=C(C=CC=C1)F)F